3-(5-(hydroxymethyl)-2-vinylpyridin-4-yl)-10-methyl-9,10,11,12-tetrahydro-8H-[1,4]diazepino[5',6':4,5]thieno[3,2-f]quinolin-8-one OCC=1C(=CC(=NC1)C=C)C1=NC=2C=CC3=C(C2C=C1)C1=C(S3)C(NC(CN1)C)=O